CSC([C@@H]1[C@@H]([C@H](C(O)O1)O)O)O 5-Methylthio-d-Xylofuranose